5-(1-(1-(quinolin-6-yl)ethyl)-1H-imidazo[4,5-b]pyrazin-6-yl)furan-3-carbaldehyde N1=CC=CC2=CC(=CC=C12)C(C)N1C=NC=2C1=NC(=CN2)C2=CC(=CO2)C=O